2-(3-fluoro-4-((2-methoxy-1-naphthamido)methyl)phenyl)-9,10-dihydro-4H-benzo[d]pyrazolo[1,5-a][1,3]diazepine-3-carboxamide FC=1C=C(C=CC1CNC(=O)C1=C(C=CC2=CC=CC=C12)OC)C1=NN2C(NC3=C(CC2)C=CC=C3)=C1C(=O)N